methyl (trans-4-{[(3S,4R)-3-[{[3,5-bis(trifluoromethyl)phenyl](methyl)carbamoyl}(methyl)amino]-4-(5-fluoropyridin-2-yl)pyrrolidin-1-yl]carbonyl}cyclohexyl)carbamate FC(C=1C=C(C=C(C1)C(F)(F)F)N(C(=O)N([C@@H]1CN(C[C@H]1C1=NC=C(C=C1)F)C(=O)[C@@H]1CC[C@H](CC1)NC(OC)=O)C)C)(F)F